C(CCC)C=1N=C(NC1C)C1=C(C=CC=C1)O 4-butyl-(2-hydroxyphenyl)-5-methylimidazole